BrC1=C(C(=CC(=C1)C(C(F)(F)F)(C(F)(F)F)F)C(F)(F)F)NC(C1=C(C(=CC=C1)N1OC(C2=C(C1=O)C=CC(=C2)F)=O)F)=O N-(2-bromo-4-(perfluoropropan-2-yl)-6-(trifluoromethyl)phenyl)-2-fluoro-3-(7-fluoro-1,4-dioxo-1,4-dihydro-3H-benzo[d][1,2]oxazin-3-yl)benzamide